tert-butyl 7-[8-[(8-fluoro-2-methyl-imidazo[1,2-a]pyridin-6-yl)carbamoyl]pyrido[3,4-b]pyrazin-5-yl]-4,7-diazaspiro[2.5]octane-4-carboxylate FC=1C=2N(C=C(C1)NC(=O)C1=CN=C(C3=NC=CN=C31)N3CCN(C1(CC1)C3)C(=O)OC(C)(C)C)C=C(N2)C